[Si](C)(C)(C(C)(C)C)OC[C@H]1O[C@H](C[C@@H]1OP1(SCCS1)=S)N1C2=NC=NC(=C2N=C1)O 2-(((2R,3S,5R)-2-(((tert-butyldimethylsilyl)oxy)methyl)-5-(6-hydroxy-9H-purin-9-yl)tetrahydrofuran-3-yl)oxy)-1,3,2-dithiaphospholane 2-sulfide